N1(C=NC=C1)C=1C=C(CN(C2=CC(=NC=C2)COCCOCCN2CCOCC2)CC2=CC(=CC=C2)OC)C=CC1 N-(3-(1H-imidazol-1-yl)benzyl)-N-(3-methoxybenzyl)-2-((2-(2-morpholinoethoxy)ethoxy)methyl)pyridin-4-amine